(S)-N-(4-(4-amino-5-(2-fluoro-4-(pyrrolidine-1-carbonyl)cyclohex-1-en-1-yl)-7-methyl-7H-pyrrolo[2,3-d]pyrimidin-6-yl)phenyl)methacrylamide NC=1C2=C(N=CN1)N(C(=C2C2=C(C[C@H](CC2)C(=O)N2CCCC2)F)C2=CC=C(C=C2)NC(C(=C)C)=O)C